N-methyl-N,N-diphenylanilinium C[N+](C1=CC=CC=C1)(C1=CC=CC=C1)C1=CC=CC=C1